O=C1NC(CCC1NC1=CC(=C(C=C1F)N1CCC(CC1)(O)CC(=O)OC(C)(C)C)F)=O tert-Butyl 2-[1-[4-[(2,6-dioxo-3-piperidyl)amino]-2,5-difluoro-phenyl]-4-hydroxy-4-piperidyl]acetate